tert-butyl 3-(6-chloro-4-(pyrrolidin-1-ylmethyl)-2H-pyrazolo[3,4-b]pyridin-2-yl)azetidine-1-carboxylate ClC=1C=C(C=2C(N1)=NN(C2)C2CN(C2)C(=O)OC(C)(C)C)CN2CCCC2